C(C)(C)OOC(C)C DIISOPROPYL PEROXIDE